2,3-dimethyl-isoxazolidIn CN1OCCC1C